1-methyl-3-nitro-4-(p-tolyl)-1H-pyrazole CN1N=C(C(=C1)C1=CC=C(C=C1)C)[N+](=O)[O-]